NC=1C(=CC2=C(OC(O2)(C2=CC=CC=C2)C)C1)C(=O)OCC Ethyl 6-amino-2-methyl-2-phenylbenzo[d][1,3]dioxolane-5-carboxylate